3-Fluoro-5-bromophenol FC=1C=C(C=C(C1)Br)O